N-(2-((S)-4-cyclopropyl-3-methylpiperazin-1-yl)-5-((6-((S)-3-(3-(3-fluorophenoxy)benzyl)isoxazolidin-2-yl)pyrimidin-4-yl)amino)-4-methoxyphenyl)acrylamide C1(CC1)N1[C@H](CN(CC1)C1=C(C=C(C(=C1)OC)NC1=NC=NC(=C1)N1OCC[C@@H]1CC1=CC(=CC=C1)OC1=CC(=CC=C1)F)NC(C=C)=O)C